BrC1=CC(=C(OC=2C=CC(=C(C2)S(=O)(=O)NC2(CC2)C(=O)NC)OC)C(=C1)Cl)Cl 1-[[5-(4-bromo-2,6-dichloro-phenoxy)-2-methoxy-phenyl]sulfonylamino]-N-methyl-cyclopropanecarboxamide